C(C)O[Si](CCCNCCNCCCC(=O)O)(OCC)OCC.FC(C(C(C(C(C(C(C(C(C(C(C(F)(F)F)(F)F)(F)F)(F)F)(F)F)(F)F)(F)F)(F)F)(F)F)(F)F)(F)F)([Si](Cl)(Cl)Cl)F perfluorododecyl-trichlorosilane 9-triethoxysilyl-3,6-Diazanonyl-acetate